FC(C1=C(C(=CC(=C1)C(F)(F)F)N)N)(F)F 3,5-bis(trifluoromethyl)-benzene-1,2-diamine